CC(=CC)C1=C(C2=CC=CC=C2C=C1)C1=C(C=CC=C1)P(C=1SC=CC1)C=1SC=CC1 (2-(2-(but-2-en-2-yl)naphthalen-1-yl)phenyl)bis(thiophen-2-yl)phosphine